Cl.C[C@@H]1N(CCNC1)C(C(C)C)=O (S)-2-methyl-1-(isobutyryl)piperazine hydrochloride